O[Ti](OC(C)C)(OC(C)C)OC(C)C monohydroxytriisopropoxytitanium